C(C)(C)(C)OC(=O)N(CC#CC1=C(C=CC(=C1)F)NC1=C(C(=O)OC)C=C(C=C1)C(F)(F)F)C1=NC(=CC=C1[N+](=O)[O-])OC Methyl 2-((2-(3-((tert-butoxycarbonyl)(6-methoxy-3-nitropyridin-2-yl)amino)-prop-1-yn-1-yl)-4-fluorophenyl)amino)-5-(trifluoromethyl)benzoate